N,N'-diisopropylpropylenediamine CC(C)NCC(C)NC(C)C